BrC1=CC(=C(C=C1[N+](=O)[O-])NC1=NC=C(C(=N1)C1=CN(C2=CC=CC=C12)C)Cl)OC N-(4-bromo-2-methoxy-5-nitrophenyl)-5-chloro-4-(1-methyl-1H-indol-3-yl)pyrimidin-2-amine